FC(OC1=C(C=CC(=C1)C=1N=CN(C1)C1=CC=CC=C1)CN1C[C@@H](CCC1)C(C)C)F (2s)-2-[(3s)-1-{[2-(difluoromethoxy)-4-(1-phenyl-1H-imidazol-4-yl)phenyl]methyl}piperidin-3-yl]propane